NN1C(=NC(=C1C(=O)OCC)C1=CC=C(C=C1)C(NC1=NC=CC(=C1)C1=CC=C(C=C1)C#N)=O)[C@H]1N(CCCC1)C(=O)OC(C)(C)C tert-butyl (S)-2-(1-amino-4-(4-((4-(4-cyanophenyl)pyridin-2-yl)carbamoyl)phenyl)-5-(ethoxycarbonyl)-1H-imidazol-2-yl)piperidine-1-carboxylate